C(C)(C)C1=NN(C=C1)C1=CC=C2C(=N1)C(=CN2)NC(NC2=CC=C(C=C2)C(F)(F)F)=O 3-[5-(3-isopropylpyrazol-1-yl)-1H-pyrrolo[3,2-b]pyridin-3-yl]-1-[4-(trifluoromethyl)phenyl]urea